1,3-bis(diphenylphosphino)propane nickel (II) chloride [Ni](Cl)Cl.C1(=CC=CC=C1)P(CCCP(C1=CC=CC=C1)C1=CC=CC=C1)C1=CC=CC=C1